C1(=CC=CC=C1)C=1C(=NC=CC1)C1=C(C=CC=C1)C phenyl-(methylphenyl)pyridine